(6Ar,10aR)-3-(1-cycloheptylethyl)-6,6,9-trimethyl-6a,7,10,10a-tetrahydrobenzo[c]chromen-1-ol C1(CCCCCC1)C(C)C=1C=C(C=2[C@H]3[C@H](C(OC2C1)(C)C)CC=C(C3)C)O